ClCC=1C=C(C(=O)OC(C)(C)C)C=CC1 tert-butyl 3-(chloromethyl)benzoate